C(CCCCCCCCCCCCCCCCCCC)(=O)OC[C@@H](OC(CCCCCCCCC)=O)COP(=O)([O-])OCC[N+](C)(C)C 1-eicosanoyl-2-decanoyl-sn-glycero-3-phosphocholine